dioctyltin dioctyl-phthalate C(CCCCCCC)OC(C=1C(C(=O)OCCCCCCCC)=CC=CC1)=O.C(CCCCCCC)[Sn]CCCCCCCC